5-[4-(2-chloro-6-fluoro-benzyl)-piperazin-1-yl]-4-methyl-benzofuran-2-carboxylic acid ClC1=C(CN2CCN(CC2)C=2C=CC3=C(C=C(O3)C(=O)O)C2C)C(=CC=C1)F